(S)-N-((S)-1-(2,2-difluoro-3-hydroxypropyl)pyrrolidin-3-yl)-4-(5-(5-fluoro-2-methoxypyridin-4-yl)-1H-pyrazole-3-carbonyl)-4-azaspiro[2.5]Octane-7-carboxamide FC(CN1C[C@H](CC1)NC(=O)[C@H]1CCN(C2(CC2)C1)C(=O)C1=NNC(=C1)C1=CC(=NC=C1F)OC)(CO)F